N,N-dioctylaminoethanol C(CCCCCCC)N(CCCCCCCC)C(C)O